γ-ureidopropoxytriethoxysilane N(C(=O)N)CCCO[Si](OCC)(OCC)OCC